(6aR)-4-chloro-1-((2S,4S)-4-(dimethylamino)-2-methylPyrrolidin-1-yl)-3-(2-fluoro-6-hydroxyphenyl)-6,6a,7,8,9,10-hexahydro-12H-pyrazino[2,1-c]Pyrido[3,4-f][1,4]Oxazepin-12-one ClC1=C(N=C(C=2C(N3[C@@H](COC21)CNCC3)=O)N3[C@H](C[C@@H](C3)N(C)C)C)C3=C(C=CC=C3O)F